BrC=1C(=C(C(=O)N[C@@H](CCOC2CC(C2)CCC2=NC=3NCCCC3C=C2)C(=O)O)C(=CC1)C)C N-(3-bromo-2,6-dimethylbenzoyl)-O-((1r,3r)-3-(2-(5,6,7,8-tetrahydro-1,8-naphthyridin-2-yl)ethyl)cyclobutyl)-L-homoserine